CC1=C(C=CC(=C1)C(F)(F)F)NC1=C(C(=O)O)C=C(C=N1)C(F)(F)F 2-((2-methyl-4-(trifluoromethyl)-phenyl)amino)-5-(trifluoromethyl)nicotinic acid